N(C)CC(=O)[O-].[Na+].CCCCCCCCCCCC dodecane Sodium sarcosinate